ON1C(C2=CC=CC=C2C1=O)=O 2-hydroxyisoindoline-1,3-quinone